PYRAZINCARBAMATE N1=C(C=NC=C1)NC(=O)[O-]